3-(benzyloxymethyl)-1-[(2R,6S)-6-[[bis(4-methoxyphenyl)-phenyl-methoxy]methyl]-6-(triisopropylsiloxymethyl)-1,4-dioxan-2-yl]-5-methyl-pyrimidine-2,4-dione C(C1=CC=CC=C1)OCN1C(N(C=C(C1=O)C)[C@@H]1O[C@](COC1)(CO[Si](C(C)C)(C(C)C)C(C)C)COC(C1=CC=CC=C1)(C1=CC=C(C=C1)OC)C1=CC=C(C=C1)OC)=O